N-dodecyl-N'-[3-(dibutylamino)propyl]-tartaric acid diamide C(CCCCCCCCCCC)NC(C(O)C(O)C(=O)NCCCN(CCCC)CCCC)=O